C(C)(C)(C)OC(=O)N1CC2(CC2(F)F)C[C@H]1C(=O)O (6S)-5-[(tert-butoxy)carbonyl]-1,1-difluoro-5-azaspiro[2.4]heptane-6-carboxylic acid